bromo-4-methyl-2-nitropyridin-3-ol BrC=1C(=C(C(=NC1)[N+](=O)[O-])O)C